3,6-bis(carbazol-9-yl)-9-(2-ethyl-hexyl)-9H-carbazol C1=CC=CC=2C3=CC=CC=C3N(C12)C=1C=CC=2N(C3=CC=C(C=C3C2C1)N1C2=CC=CC=C2C=2C=CC=CC12)CC(CCCC)CC